N-(1-(1-acryloylazetidin-3-yl)-3-(4-(trifluoromethyl)phenyl)-1H-indazol-7-yl)acetamide C(C=C)(=O)N1CC(C1)N1N=C(C2=CC=CC(=C12)NC(C)=O)C1=CC=C(C=C1)C(F)(F)F